N-(5-(2-(5-azaspiro[3.4]octan-5-yl)acetamido)-2-methylpyridin-3-yl)-2-(5,6-dihydro-8H-imidazo[2,1-c][1,4]oxazin-3-yl)pyrazolo[5,1-b]thiazole-7-carboxamide C1CCC12N(CCC2)CC(=O)NC=2C=C(C(=NC2)C)NC(=O)C=2C=NN1C2SC(=C1)C1=CN=C2COCCN21